C(C)OC=1C(=NC(=C(C1)N1[C@@H](CN(CC1)C(=O)C1(CCC1)C(F)(F)F)CC)C(=O)N[C@@H]1CN(CC1)C)C=1C=NC=CC1 ethoxy-5-[(2R)-2-ethyl-4-[1-(trifluoromethyl)cyclobutanecarbonyl]piperazin-1-yl]-N-[(3S)-1-methylpyrrolidin-3-yl]-[2,3'-bipyridine]-6-carboxamide